(6-fluoro-5-(4-fluoro-3-(imino(methylthio)methyl)phenoxy)-1-(phenylsulfonyl)-1H-indol-4-yl)methyl acetate hydroiodide I.C(C)(=O)OCC1=C2C=CN(C2=CC(=C1OC1=CC(=C(C=C1)F)C(SC)=N)F)S(=O)(=O)C1=CC=CC=C1